2-(4-((2-Chloro-5,5-dioxo-7,8-dihydro-6H-thiopyrano[3,2-d]pyrimidin-4-yl)amino)-2-fluorophenyl)acetic acid ethyl ester C(C)OC(CC1=C(C=C(C=C1)NC=1C2=C(N=C(N1)Cl)CCCS2(=O)=O)F)=O